C(#N)C1=C(C=C(NC(C(CS(=O)(=O)C2=CC=C(C=C2)F)(C)O)=O)C=C1)C(F)(F)F 4'-cyano-3-(4-fluorophenylsulphonyl)-2-hydroxy-2-methyl-3'-(trifluoromethyl)propionanilide